NC1=C([N+](=CC2=C(C(=CC=C12)Cl)Br)[O-])C(NCCC)=O 4-amino-8-bromo-7-chloro-3-(propylcarbamoyl)isoquinoline-2-oxide